FC=1C=C(C=C(C1[Si](C)(C)C)F)NC([C@@H](C1CCOCC1)NC(=O)C1=CC(=NO1)O)=O N-((1R)-2-((3,5-difluoro-4-(trimethylsilyl)phenyl)amino)-2-oxo-1-(tetrahydro-2H-pyran-4-yl)ethyl)-3-hydroxy-1,2-oxazole-5-carboxamide